C1(CC1)N1C(C(CC=C1)C1=C(C(=NC(=C1F)OC)OC)F)=O 1-cyclopropyl-3-(3,5-difluoro-2,6-dimethoxypyridin-4-yl)-2-oxo-1,2,3,4-tetrahydropyridin